ClC1=CC(=NC2=CC=C(C=C12)OC(N(C1CCOCC1)C)=O)C (4-chloro-2-methylquinolin-6-yl)methyl(tetrahydro-2H-pyran-4-yl)carbamate